[Fe](Cl)(Cl)Cl iron(III) chloride